C(CCCC(=O)OC(COC(CCCCCC)=O)COC(CCCCCC)=O)(=O)O[C@@H]1[C@](O[C@H](C1)N1C2=NC(=NC(=C2N=C1)N)F)(CO)C#C (2R,3S,5R)-5-(6-amino-2-fluoro-9H-purin-9-yl)-2-ethynyl-2-(hydroxymethyl)tetrahydrofuran-3-yl (1,3-bis(heptanoyloxy)propan-2-yl) glutarate